tert-butyl 6-bromo-2-(4,4,5,5-tetramethyl-1,3,2-dioxaborolan-2-yl)-1H-pyrrolo[3,2-b]pyridine-1-carboxylate BrC=1C=C2C(=NC1)C=C(N2C(=O)OC(C)(C)C)B2OC(C(O2)(C)C)(C)C